hydroxy-5β-cholanic acid OC(C(=O)O)C[C@@H](C)[C@H]1CC[C@H]2[C@@H]3CC[C@@H]4CCCC[C@]4(C)[C@H]3CC[C@]12C